F[P-](F)(F)(F)(F)F.CN1C=CC=C1 N-methyl-pyrrole hexafluorophosphate